(Z)-3-chloropent-2-enedioic acid Cl\C(=C/C(=O)O)\CC(=O)O